Terephthalic acid ditridecyl ester C(CCCCCCCCCCCC)OC(C1=CC=C(C(=O)OCCCCCCCCCCCCC)C=C1)=O